1,3-diphenyl-5-(4-isopropyl-phenyl)-dihydropyrazole C1(=CC=CC=C1)N1NC(C=C1C1=CC=C(C=C1)C(C)C)C1=CC=CC=C1